C(C(CN)(C)C)N neopentylenediamine